tert-Butyl 3-(4-hydroxyphenyl)piperazine-1-carboxylate OC1=CC=C(C=C1)C1CN(CCN1)C(=O)OC(C)(C)C